Butyl-2-((6aR,9R,10aR)-6a,7,8,9,10,10a-hexahydro-1,9-dihydroxy-6,6-dimethyl-6H-benzo[c]chromen-3-yl)-2-methylpropanoate C(CCC)OC(C(C)(C)C1=CC(=C2[C@H]3[C@H](C(OC2=C1)(C)C)CC[C@H](C3)O)O)=O